3-cyclopentyl-N-(1-ethyl-3-(4-fluorobenzyl)-1H-pyrazol-5-yl)propenamide C1(CCCC1)C=CC(=O)NC1=CC(=NN1CC)CC1=CC=C(C=C1)F